1-isoamyl-1H-indole C(CC(C)C)N1C=CC2=CC=CC=C12